FC1=C(C=CC(=C1)N1C[C@](CCC1)(CCC1=CC(=CC=C1)C(F)(F)F)N(CC1CN(C1)C)C)S(=O)(=O)NC1=NC=NC=C1 (R)-2-fluoro-4-(3-(methyl((1-methylazetidin-3-yl)methyl)amino)-3-(3-(trifluoromethyl)-phenethyl)piperidin-1-yl)-N-(pyrimidin-4-yl)benzenesulfonamide